2-methyl-5-((2R,4S)-2-((((R)-1-(naphthalen-1-yl)ethyl)amino)methyl)chroman-4-yl)benzoic acid CC1=C(C(=O)O)C=C(C=C1)[C@@H]1C[C@@H](OC2=CC=CC=C12)CN[C@H](C)C1=CC=CC2=CC=CC=C12